O[C@H]1C[C@@H](O[C@@H]1CO)N1C(N=C(C=C1)N1C=C(C2C(=COC1C2)C=O)C=O)=O 8-(1-((2R,4S,5R)-4-hydroxy-5-(hydroxymethyl)tetrahydrofuran-2-yl)-2-oxo-1,2-dihydropyrimidin-4-yl)-2-oxa-8-azabicyclo[3.3.1]-non-3,6-diene-4,6-dicarboxaldehyde